1-((5-(2,5-dioxo-2,5-dihydro-1H-pyrrol-1-yl)pentyl)carbamoyl)cyclobutanecarboxylic acid 2,5-dioxopyrrolidin-1-yl ester O=C1N(C(CC1)=O)OC(=O)C1(CCC1)C(NCCCCCN1C(C=CC1=O)=O)=O